N1CC(C1)C1=CC=C(C=C1)N1C(CC(CC1)(F)F)C(=O)N 1-[4-(azetidin-3-yl)phenyl]-4,4-difluoro-piperidine-2-carboxamide